C1(CC1)N(C1CC(C1)(F)F)CC=1C=C(C=C2C(C3=C(N(C12)C)CN1C(C2=C(C=C13)[C@@](C(OC2)=O)(O)CC)=O)=O)F (S)-10-((cyclopropyl(3,3-difluorocyclobutyl)amino)methyl)-4-ethyl-8-fluoro-4-hydroxy-11-methyl-1,12-dihydro-14H-pyrano[3',4':6,7]indolizino[2,1-b]quinoline-3,6,14(4H,11H)-trione